N-(2-fluorophenyl)-5-(4-(4-fluorophenyl)-1-isopropyl-1H-imidazol-5-yl)furan-2-carboxamide FC1=C(C=CC=C1)NC(=O)C=1OC(=CC1)C1=C(N=CN1C(C)C)C1=CC=C(C=C1)F